(1R,3S,5R)-5-((1H-1,2,3-triazol-1-yl)methyl)-2-(2-(3-acetyl-5-(2-methylpyrimidin-5-yl)-1H-indazol-1-yl)acetyl)-N-(6-bromo-3-methylpyridin-2-yl)-2-azabicyclo[3.1.0]hexane-3-carboxamide N1(N=NC=C1)C[C@]12C[C@H](N([C@@H]2C1)C(CN1N=C(C2=CC(=CC=C12)C=1C=NC(=NC1)C)C(C)=O)=O)C(=O)NC1=NC(=CC=C1C)Br